Methyl 3-(7-(2-(cyclohex-2-en-1-ylamino)-2-oxoethoxy)naphthalen-2-yl)-3-(6-methylbenzo[d][1,3]dioxol-5-yl)propanoate C1(C=CCCC1)NC(COC1=CC=C2C=CC(=CC2=C1)C(CC(=O)OC)C1=CC2=C(OCO2)C=C1C)=O